FC1=C(C(=CC(=C1)C=1NC=C(N1)C(F)(F)F)F)C=1N=C2N(C=CC(=C2)C)C1C[C@H]1CN(CCO1)C(=O)OC methyl (S)-2-((2-(2,6-difluoro-4-(4-trifluoromethyl-1H-imidazol-2-yl)phenyl)-7-methylimidazo[1,2-a]pyridin-3-yl)methyl)morpholine-4-carboxylate